ClC=1NC=C(C(C1)=O)[N+](=O)[O-] 2-chloro-5-nitropyridin-4(1H)-one